1-((1-methyl-1H-pyrazol-3-yl)methyl)-3-(4-(4-morpholino-6-(5-(morpholinomethyl)thiophen-2-yl)-1,3,5-triazin-2-yl)phenyl)urea CN1N=C(C=C1)CNC(=O)NC1=CC=C(C=C1)C1=NC(=NC(=N1)N1CCOCC1)C=1SC(=CC1)CN1CCOCC1